3-(2,5-dihydroxyphenyl)-1-(piperidin-1-yl)propan-1-one OC1=C(C=C(C=C1)O)CCC(=O)N1CCCCC1